[C@H]12NCC(C[C@H](CC1)C2)NC(OC(C)(C)C)=O tert-butyl ((1S,6R)-2-azabicyclo[4.2.1]nonan-4-yl)carbamate